2-(4-tert-butyl-phenoxy)-3-fluoro-5-methylpyridine C(C)(C)(C)C1=CC=C(OC2=NC=C(C=C2F)C)C=C1